(3R)-3-amino-5-[[4-(2,3-dichlorophenoxy)phenyl]methyl]-7-[5-(1-methyl-1-methylsulfonyl-ethyl)-1,3,4-oxadiazol-2-yl]-1,1-dioxo-2,3-dihydro-1λ6,5-benzothiazepine-4-One N[C@H]1CS(C2=C(N(C1=O)CC1=CC=C(C=C1)OC1=C(C(=CC=C1)Cl)Cl)C=C(C=C2)C=2OC(=NN2)C(C)(S(=O)(=O)C)C)(=O)=O